1-[(3S)-3-[[6-[2-(3-chloroanilino)pyrimidin-5-yl]pyrazin-2-yl]amino]pyrrolidin-1-yl]prop-2-en-1-one ClC=1C=C(NC2=NC=C(C=N2)C2=CN=CC(=N2)N[C@@H]2CN(CC2)C(C=C)=O)C=CC1